bis(2-isocyanatoethyl)fumarate N(=C=O)CC\C(=C(/C(=O)[O-])\CCN=C=O)\C(=O)[O-]